1-((R)-3-(4-amino-3-(4-phenoxyphenyl)-1H-pyrazolo[3,4-d]pyrimidin-1-yl)piperidin-1-yl)-3-bromo-2-methylpropan-1-one NC1=C2C(=NC=N1)N(N=C2C2=CC=C(C=C2)OC2=CC=CC=C2)[C@H]2CN(CCC2)C(C(CBr)C)=O